4-((5-((R)-3-(4-amino-3-(4-phenoxyphenyl)-1H-pyrazolo[3,4-d]pyrimidin-1-yl)piperidin-1-yl)-5-oxopentyl)sulfanyl)-2-(2,6-dioxopiperidin-3-yl)-6-fluoroisoindoline-1,3-dione NC1=C2C(=NC=N1)N(N=C2C2=CC=C(C=C2)OC2=CC=CC=C2)[C@H]2CN(CCC2)C(CCCCSC2=C1C(N(C(C1=CC(=C2)F)=O)C2C(NC(CC2)=O)=O)=O)=O